2-bromo-4-chloro-benzenesulfonyl chloride BrC1=C(C=CC(=C1)Cl)S(=O)(=O)Cl